C1(CC1)C1=NN(C(=C1SCC)C1=NC2=C(C=NC(=C2)C(F)(F)F)N1C)S(=O)(=O)N(C)C 3-cyclopropyl-4-(ethylthio)-N,N-dimethyl-5-(3-methyl-6-(trifluoromethyl)-3H-imidazo[4,5-c]pyridin-2-yl)-1H-pyrazole-1-sulfonamide